TERT-BUTYL ((1-(6-(TRIFLUOROMETHYL)QUINAZOLIN-4-YL)PIPERIDIN-3-YL)METHYL)CARBAMATE FC(C=1C=C2C(=NC=NC2=CC1)N1CC(CCC1)CNC(OC(C)(C)C)=O)(F)F